tert-butyldimethyl(3-phenylpropoxy)silane-d2 C(C)(C)(C)[Si]([2H])([2H])OCCC(C1=CC=CC=C1)(C)C